L-ISOLEUCYL-L-ALANINE N[C@@H]([C@@H](C)CC)C(=O)N[C@@H](C)C(=O)O